N-phenethyl-1H-imidazo[4,5-B]pyridine-1-carboxamide C(CC1=CC=CC=C1)NC(=O)N1C=NC2=NC=CC=C21